C(=O)(OCC1C2=CC=CC=C2C2=CC=CC=C12)CC(C(=O)O)(C)N Fmoc-alpha-aminoisobutyric acid